C(C)(C)(C)OC(=O)N1CCC2(CC1)OC1=CC=C(C=C1CC2)F 6-fluorospiro[chroman-2,4'-piperidine]-1'-carboxylic acid tert-butyl ester